C(C)(C)(C)OC(=O)N[C@H](C(=O)NCC(=O)OCC1=CC=CC=C1)C Benzyl 2-[(2S)-2-{[(tert-butoxy)carbonyl]amino} propanamido]acetate